CN(C(CNC1=NN(C(C=2CCCCC12)=O)C)C1=CC=CC=C1)C 4-((2-(dimethylamino)-2-phenylethyl)amino)-2-methyl-5,6,7,8-tetrahydrophthalazin-1(2H)-one